COC(CCCCCCOC1=CC=C(C=C1)N)=O 7-(4-aminophenoxy)heptanoic acid methyl ester